ClC1=CC(=C(COC2=CC=CC(=N2)C2CCN(CC2)CC2=NC3=C(N2CC=2N=CN(C2)C)C=C(C=C3)C(=O)O)C=C1)F 2-[(4-{6-[(4-chloro-2-fluorobenzyl)oxy]pyridin-2-yl}piperidin-1-yl)methyl]-1-[(1-methyl-1H-imidazol-4-yl)methyl]-1H-benzimidazole-6-carboxylic acid